ClC=1C=C2C(=CC(OC2=CC1OC(C(=O)NC1=CC=C(C=C1)CCCO)C)=O)C1=CC=CC=C1 2-(6-chloro-2-oxo-4-phenyl-chromen-7-yl)oxy-N-[4-(3-hydroxypropyl)phenyl]propanamide